3-methyl-N-(2-(4-methylbenzoyl)phenyl)-2-(2,2,2-trifluoroacetamido)butanamide CC(C(C(=O)NC1=C(C=CC=C1)C(C1=CC=C(C=C1)C)=O)NC(C(F)(F)F)=O)C